ClC1=CC=C(S1)C(CC#N)=O 3-(5-chlorothiophene-2-yl)-3-oxopropionitrile